propylene hexafluorophosphate F[P-](F)(F)(F)(F)F.C=CC